OC(COC=1C=CC=2N(C1)N=CC2C#N)(C)C 6-(2-hydroxyl-2-methylpropoxy)pyrazolo[1,5-a]pyridine-3-carbonitrile